acetic acid [(2R)-2-acetoxy-2-[(2R,3R,4R)-3,4,5-triacetoxy-tetrahydrofuran-2-yl] ethyl] ester C(C)(=O)O[C@H](COC(C)=O)[C@H]1OC([C@@H]([C@@H]1OC(C)=O)OC(C)=O)OC(C)=O